OCCCCNC(=N)N N-(4-hydroxybutyl)guanidine